O1C(=NC2=C1C=CC=C2)C2(CCN(CC2)C(=O)NC2=C(C=CC=C2N2CCN(CC2)C(C)C)Cl)C 4-(1,3-benzoxazol-2-yl)-N-{2-chloro-6-[4-(propan-2-yl)piperazin-1-yl]phenyl}-4-methylpiperidine-1-Carboxamide